2,6-dichloro-3-vinylpyridine ClC1=NC(=CC=C1C=C)Cl